C(CC#C)C1(N=N1)CCN1CC(CC1)CNC(=O)C1CCN(CC1)C1=NC(=NO1)C1=CC=C(C=C1)OC N-((1-(2-(3-(But-3-yn-1-yl)-3H-diazirin-3-yl)ethyl)pyrrolidin-3-yl)methyl)-1-(3-(4-Methoxyphenyl)-1,2,4-oxadiazol-5-yl)piperidin-4-carboxamid